(4-((2-amino-3-chloropyridin-4-yl)oxy)-3-fluorophenyl)-1-(2-fluorophenyl)-5-methyl-1H-1,2,3-triazole-4-carboxamide NC1=NC=CC(=C1Cl)OC1=C(C=C(C=C1)NC(=O)C=1N=NN(C1C)C1=C(C=CC=C1)F)F